N-(1-cyanocyclopentyl)-2-(5-(3,5-dichlorophenyl)-5-(trifluoromethyl)-4,5-dihydroisoxazol-3-yl)-2,3-dihydro-1H-pyrrolo[3,4-c]pyridine-6-carboxamide C(#N)C1(CCCC1)NC(=O)C1=CC2=C(C=N1)CN(C2)C2=NOC(C2)(C(F)(F)F)C2=CC(=CC(=C2)Cl)Cl